[1-[2-(2,2,2-trichloroacetyl)pyrrol-1-yl]cyclopropyl]methyl 2,2,2-trichloroacetate ClC(C(=O)OCC1(CC1)N1C(=CC=C1)C(C(Cl)(Cl)Cl)=O)(Cl)Cl